4-(3-fluorophenyl)tetrahydropyran-4-amine FC=1C=C(C=CC1)C1(CCOCC1)N